1-palmitoyl-2-oleoyl-sn-glycero-3-phosphoethanol C(CCCCCCCCCCCCCCC)(=O)OC[C@@H](OC(CCCCCCC\C=C/CCCCCCCC)=O)COP(=O)(O)OCC